N-({5-chloro-6-[(4-chloro-5-isothiazolyl)methoxy]-2-indolyl}methyl)1-methylcyclopropanecarboxamide ClC=1C=C2C=C(NC2=CC1OCC1=C(C=NS1)Cl)CNC(=O)C1(CC1)C